tert-butyl (4R)-4-(1H-benzimidazol-2-yl)-1,4,6,7-tetrahydroimidazo[4,5-c]pyridine-5-carboxylate N1C(=NC2=C1C=CC=C2)[C@@H]2N(CCC1=C2N=CN1)C(=O)OC(C)(C)C